(2R,3S,4R,5R)-5-(4-butyramidopyrrolo[2,1-f][1,2,4]triazin-7-yl)-5-cyano-4-hydroxy-2-((2-phenylacetoxy)methyl)tetrahydrofuran-3-yl L-valinate N[C@@H](C(C)C)C(=O)O[C@@H]1[C@H](O[C@@]([C@@H]1O)(C#N)C1=CC=C2C(=NC=NN21)NC(CCC)=O)COC(CC2=CC=CC=C2)=O